1-(4-((4-((5-(furan-2-yl)-2-((1-methylpiperidin-4-yl)oxy)phenyl)amino)-7-methoxyquinazoline-6-yl)oxy)piperidin-1-yl)prop-2-en-1-one O1C(=CC=C1)C=1C=CC(=C(C1)NC1=NC=NC2=CC(=C(C=C12)OC1CCN(CC1)C(C=C)=O)OC)OC1CCN(CC1)C